5-hydroxy-3,7,4'-trimethoxyflavone OC1=C2C(C(=C(OC2=CC(=C1)OC)C1=CC=C(C=C1)OC)OC)=O